FC=1C=CC2=C(CCO2)C1CNC1=NC=C(C=2N1C=C(N2)C(=O)O)C=2C=NC(=CC2C)OC 5-(((5-fluoro-2,3-dihydrobenzofuran-4-yl)methyl)amino)-8-(6-methoxy-4-methylpyridin-3-yl)imidazo[1,2-c]pyrimidine-2-carboxylic acid